2-(2-iodophenyl)ethylamine IC1=C(C=CC=C1)CCN